N-(tetrahydrofuran-3-yl)isoindolin-4-amine hydrochloride salt Cl.O1CC(CC1)NC=1C=2CNCC2C=CC1